OCCC(C)(C)C 1-hydroxy-3,3-dimethylbutane